ClC1=C(C=CC(=C1)Cl)C=1C=C(C(=NC1)O)NC(=O)C1=C(C(=O)O)C=CC(=C1)C(N=S(=O)(C)C)=O 2-((5-(2,4-dichlorophenyl)-2-hydroxypyridin-3-yl)carbamoyl)-4-((dimethyl(oxo)-λ6-sulfaneylidene)carbamoyl)benzoic acid